1-(5-(4-(2-Fluorophenyl)-1H-1,2,3-triazol-1-yl)pentyl)-3-hydroxy-2-methylpyridin FC1=C(C=CC=C1)C=1N=NN(C1)CCCCCN1C(C(=CC=C1)O)C